NC1=C(C=CC=C1)C(CCC=C)=O 1-(2-aminophenyl)-4-penten-1-one